OC=1C=C(C(=O)O[C@@H]2[C@H](OC3=CC(=CC(=C3C2)O)O)C2=CC(=C(C=C2)O)O)C=CC1O (2r,3s)-2-(3,4-dihydroxyphenyl)-5,7-dihydroxychroman-3-yl 3,4-dihydroxybenzoate